OC1=C(C=C(C=C1CCCCCCCCCCCC)C)N1N=C2C(=N1)C=CC=C2 2-(2-Hydroxy-3-dodecyl-5-methylphenyl)benzotriazole